(1R,2R,4S)-3'-Chloro-3''-methoxy-5-methyl-2-(prop-1-en-2-yl)-1,2,3,4-tetrahydro-[1,1':4',1''-terphenyl]-2',4,6'-triol ClC1=C(C(=C(C=C1C1=CC(=CC=C1)OC)O)[C@H]1[C@@H](C[C@@H](C(=C1)C)O)C(=C)C)O